C(C1CO1)OC1=CC=C(C=C1)C1(CC(CC(C1)C)(C)C)C1=CC=C(C=C1)OCC1CO1 1,1-bis(4-glycidoxyphenyl)-3,3,5-trimethylcyclohexane